(9H-fluoren-9-yl)methyl (2-((4-((3-((tert-butoxycarbonyl)amino)propyl)((2S,4R)-2-methyl-1-propionyl-1,2,3,4-tetrahydroquinolin-4-yl)amino)phenyl)amino)-2-oxoethyl)carbamate C(C)(C)(C)OC(=O)NCCCN(C1=CC=C(C=C1)NC(CNC(OCC1C2=CC=CC=C2C=2C=CC=CC12)=O)=O)[C@@H]1C[C@@H](N(C2=CC=CC=C12)C(CC)=O)C